C(C1=CC=CC=C1)C1=C(C(NC2=CC=C(C=C12)Cl)=O)C1=NNC(C1)C1=CC=C(C=C1)C 4-benzyl-6-chloro-3-[5-(p-tolyl)-4,5-dihydro-1H-pyrazol-3-yl]-1H-quinolin-2-one